C1(CCCCC1)CNC(=O)C1C2C=CC(C1)C2=O 5-cyclohexylmethylaminocarbonyl-7-oxo-bicyclo[2.2.1]Hept-2-ene